O[C@@H](CC=O)C1=CC=C(C=C1)F (S)-3-hydroxy-3-(4-fluorophenyl)-propanal